5-Methoxy-2-[2-methoxy-6-methyl-4-(trifluoromethyl)phenyl]-1-methyl-imidazo[4,5-b]pyrazine COC=1N=C2C(=NC1)N(C(=N2)C2=C(C=C(C=C2C)C(F)(F)F)OC)C